ClC1=C(C=CC=C1F)C1=C(C2=C(N=C(N=C2)NC2=CC(=C(C=C2)N2CCN(CC2)C(C)C)C)N(C1=O)C1CCC(CC1)NC(CC)=O)C N-((1S,4S)-4-(6-(2-chloro-3-fluorophenyl)-2-((4-(4-isopropylpiperazin-1-yl)-3-methylphenyl)amino)-5-methyl-7-oxopyrido[2,3-d]pyrimidin-8(7H)-yl)cyclohexyl)propionamide